1-bromo-4,4-difluorocyclohept-1-ene BrC1=CCC(CCC1)(F)F